6-Chloro-4-((2-fluorophenyl)amino)-N-phenylpyridineamide ClC1=CC(=CC(=N1)C(=O)NC1=CC=CC=C1)NC1=C(C=CC=C1)F